CC(C(=O)OC(C(=O)OC1=CC=C(C=C1)[N+](=O)[O-])C)C [1-methyl-2-(4-nitrophenoxy)-2-oxo-ethyl] 2-methylpropanoate